4-(2-(tert-butoxy)-2-oxoethyl)pyrrolidine-1,2-dicarboxylate C(C)(C)(C)OC(CC1CC(N(C1)C(=O)[O-])C(=O)[O-])=O